N-(3-chloro-5-(methylsulfonamido)phenyl)-4-(3,4,4-trimethyl-2,5-dioxoimidazolidin-1-yl)thiophene-2-carboxamide ClC=1C=C(C=C(C1)NS(=O)(=O)C)NC(=O)C=1SC=C(C1)N1C(N(C(C1=O)(C)C)C)=O